1-(8-Cyano-5-quinolyl)-N-(1-methyl-4-piperidyl)pyrrolidine-3-carboxamide C(#N)C=1C=CC(=C2C=CC=NC12)N1CC(CC1)C(=O)NC1CCN(CC1)C